2-methyl-2-propenoic acid ammonium salt [NH4+].CC(C(=O)[O-])=C